1-bromo-4-(difluoro(phenyl)methyl)benzene BrC1=CC=C(C=C1)C(C1=CC=CC=C1)(F)F